N-(tert-butoxycarbonyl)-1,4-diaminobutane C(C)(C)(C)OC(=O)NCCCCN